methyl 3-bromocyclobutanecarboxylate BrC1CC(C1)C(=O)OC